OC1=CC=C2C[C@H](N(CC2=C1)C(=O)OC(C)(C)C)[C@@H](CNC(=O)C1=CC(=NC=C1)NC1CC2(C1)CCC2)O tert-butyl (3S)-7-hydroxy-3-[(1R)-1-hydroxy-2-[[2-(spiro[3.3]heptan-2-ylamino)pyridine-4-carbonyl]amino]ethyl]-3,4-dihydro-1H-isoquinoline-2-carboxylate